BrCCOC=1C=C(OC2CCN(CC2)C(=O)OC(C)(C)C)C=CC1 tert-Butyl 4-[3-(2-bromoethoxy)phenoxyl]piperidine-1-carboxylate